N-((1R,3S)-3-aminocyclopentyl)-6-((6-(2-fluoro-6-methoxyphenyl)-5-nitropyridin-2-yl)amino)-4-((S)-3-hydroxypiperidin-1-yl)nicotinamide N[C@@H]1C[C@@H](CC1)NC(C1=CN=C(C=C1N1C[C@H](CCC1)O)NC1=NC(=C(C=C1)[N+](=O)[O-])C1=C(C=CC=C1OC)F)=O